(S)-4-((2-(hydroxymethyl)pyrrolidin-1-yl)methyl)piperidine-1-carboxylic acid tert-butyl ester C(C)(C)(C)OC(=O)N1CCC(CC1)CN1[C@@H](CCC1)CO